C(CCC)(=O)OC1=CC=CC2=CC=CC=C12 alpha-Naphthol butyrate